2-(2-Cyanoethylamino)acetic acid C(#N)CCNCC(=O)O